ClC1=CC=C(N=N1)N1C[C@H](O[C@@H](C1)C)C (2R,6R)-4-(6-Chloro-pyridazin-3-yl)-2,6-dimethyl-morpholine